trifluoro(vinyl)-borane, potassium salt [K].FC(=C(F)F)B